N-((7-(5-(difluoromethyl)-1,3,4-oxadiazol-2-yl)imidazo[1,2-a]pyridin-2-yl)methyl)-4-isopropyl-N-phenylpiperazine-1-carboxamide FC(C1=NN=C(O1)C1=CC=2N(C=C1)C=C(N2)CN(C(=O)N2CCN(CC2)C(C)C)C2=CC=CC=C2)F